CN(C(=O)C=1C=C2CCN(CC2=C(C1)N[C@H]1COCC1)C(=O)OC(C)(C)C)C t-Butyl (R)-6-(dimethylcarbamoyl)-8-((tetrahydrofuran-3-yl)amino)-3,4-dihydroisoquinoline-2(1H)-carboxylate